C(C)N(CC)CCCCCCCCC N,N-diethyl-nonylamine